CN1C(=NC=C1)CNC(=O)C1=NC=CN=C1 N-((1-methyl-1H-imidazol-2-yl)methyl)pyrazine-2-carboxamide